OC1CCOC=2N=C(SC21)C=2C(=C1C(=NC2)NC=C1)NC1C[C@@H]2[C@@H](CN(C2)S(=O)(=O)NCCO)C1 (3aR,5s,6aS)-5-((5-(7-hydroxy-6,7-dihydro-5H-pyrano[2,3-d]thiazol-2-yl)-1H-pyrrolo[2,3-b]pyridin-4-yl)amino)-N-(2-hydroxyethyl)hexahydrocyclopenta[c]pyrrole-2(1H)-sulfonamide